N-[4-(3-Cyanophenyl)-5-(6-methyl-1H-pyrrolo[2,3-b]pyridin-4-yl)thiazol-2-yl]-2-oxa-6-azaspiro[3.3]heptane-6-carboxamide C(#N)C=1C=C(C=CC1)C=1N=C(SC1C1=C2C(=NC(=C1)C)NC=C2)NC(=O)N2CC1(COC1)C2